dimethyl-1H-imidazolo[4,5-c]quinoline-1-ethanol CC1=NC=2C=CC=CC2C2=C1N=C(N2CCO)C